C[C@H]1N(C[C@@H](C1)NC(=O)C=1OC(=CN1)C1=CC(=CC=C1)OC(F)(F)F)C(=O)OC(C)(C)C tert-Butyl (2R,4R)-2-methyl-4-(5-(3-(trifluoromethoxy)phenyl)oxazole-2-carboxamido)pyrrolidinecarboxylate